2-(2,4-dimethylphenylsulfanyl)aniline CC1=C(C=CC(=C1)C)SC1=C(N)C=CC=C1